methyl 2-chloro-3-methylisonicotinate ClC=1C(=C(C(=O)OC)C=CN1)C